C1(CCC1)NC1=NC=C(C(=N1)N)CC1=C(C=C(C(=C1)OC)OC)C(C)C N2-Cyclobutyl-5-(2-isopropyl-4,5-dimethoxy-benzyl)-pyrimidine-2,4-diamine